tert-butyl (R)-(1-((2-((2-(4-morpholino-7-((2-(trimethylsilyl)ethoxy)methyl)-7H-pyrrolo[2,3-d]pyrimidin-6-yl)pyrimidin-5-yl)carbamoyl)pyridin-4-yl)methyl)piperidin-3-yl)carbamate O1CCN(CC1)C=1C2=C(N=CN1)N(C(=C2)C2=NC=C(C=N2)NC(=O)C2=NC=CC(=C2)CN2C[C@@H](CCC2)NC(OC(C)(C)C)=O)COCC[Si](C)(C)C